8-[1-(difluoromethyl)-1H-pyrazol-4-yl]-N-(4-methoxybenzyl)-2-(morpholin-4-yl)-N-[(1-{[2-(trimethylsilyl)ethoxy]methyl}-1H-benzimidazol-2-yl)methyl]pyrazolo[1,5-a][1,3,5]triazin-4-amine FC(N1N=CC(=C1)C=1C=NN2C1N=C(N=C2N(CC2=NC1=C(N2COCC[Si](C)(C)C)C=CC=C1)CC1=CC=C(C=C1)OC)N1CCOCC1)F